4-(3-chloro-4-fluoroanilino)-6,7-bis(3-chloropropoxy)quinazoline ClC=1C=C(NC2=NC=NC3=CC(=C(C=C23)OCCCCl)OCCCCl)C=CC1F